S1C(=CC=C1)C(C(C)=O)N1CCOCC1 thiophenyl-morpholinopropanone